N,5-bis(4-fluorophenyl)picolinamide FC1=CC=C(C=C1)NC(C1=NC=C(C=C1)C1=CC=C(C=C1)F)=O